4-(prop-1-en-2-yl)cyclohex-1-ene C=C(C)C1CC=CCC1